C(C)(C=C)(CCC=C(C)C)OC(CC)=O linalyl-propionate